C1(=CC=CC=C1)C=1C(=C(C=CC1NC1=CC2=CC=CC=C2C=C1)C1=CC=C(C=C1)NC1=CC2=CC=CC=C2C=C1)C1=CC=CC=C1 diphenyl-N,N'-bis(2-naphthyl)-1,1'-biphenyl-4,4'-diamine